COC1=CC=C(CN(C2=NC(=CC(=N2)NC(C)CCC)CC2=CC=C(C=C2)CCl)CC2=CC=C(C=C2)OC)C=C1 2-(bis(4-methoxybenzyl)amino)-6-(4-(chloromethyl)benzyl)-4-(pentan-2-ylamino)pyrimidine